FC=1C=C(C=CC1)C1C(CCCC1)=O 2-(3-fluorophenyl)cyclohexanone